4-((4,4-difluorocyclohexyl)amino)-8-methoxyquinazoline-2-carbonitrile FC1(CCC(CC1)NC1=NC(=NC2=C(C=CC=C12)OC)C#N)F